C(C=C)(=O)OC(C)O[Si](OCC)(OCC)CC(C)C acryloyloxyisobutyltriethoxysilane